4-[5-(aminomethyl)pyrimidin-2-yl]-3-[(5-tert-butyl-2-methylpyrazol-3-yl)-hydroxymethyl]benzonitrile NCC=1C=NC(=NC1)C1=C(C=C(C#N)C=C1)C(O)C=1N(N=C(C1)C(C)(C)C)C